NC=1C(=NC(=C(N1)F)C1=CC=C(C=C1)N1CCN(CC1)CCC(F)F)C=1C=C2C=CNC(C2=CC1)=O 6-(3-amino-6-(4-(4-(3,3-difluoropropyl)piperazin-1-yl)phenyl)-5-fluoropyrazin-2-yl)isoquinolin-1(2H)-one